4-[1-(5-chloropyridin-2-yl)cyclopropane-1-carbonyl]-10,10-dimethyl-9-oxo-1-oxa-4-azaspiro[5.5]undec-7-ene-8-carbonitrile ClC=1C=CC(=NC1)C1(CC1)C(=O)N1CCOC2(C1)C=C(C(C(C2)(C)C)=O)C#N